Cl.OCC[C@H](CCC)NC=1C2=C(N=C(N1)NC(OC)=O)C=NN2CC=2N=NC(=CC2OC)C2CCNCC2 methyl (S)-(7-((1-hydroxyhexan-3-yl)amino)-1-((4-methoxy-6-(piperidin-4-yl)pyridazin-3-yl)methyl)-1H-pyrazolo[4,3-d]pyrimidin-5-yl)carbamate HCl